C(C1=CC=CC=C1)N1C[C@@H](CCC1)NC1=NC=C2N=C(N(C2=N1)C1CCC(CC1)C(=O)N)NC1=C(C=C(C=C1F)Cl)F (1S,4s)-4-(2-((R)-1-benzylpiperidin-3-ylamino)-8-(4-chloro-2,6-difluorophenylamino)-9H-purin-9-yl)cyclohexanecarboxamide